NCC1=C(C=NC(=C1O)C)COC1=C(OP(=O)=N[C@H](C(=O)OC2=CC=C(C=C2)Cl)C)C=CC=C1 (2S)-4-Chlorophenyl 2-(((4-(aminomethyl)-5-hydroxy-6-methylpyridin-3-yl)methoxy)(phenoxy)phosphorylamino)propanoate